methyl 4-[1-(tert-butoxycarbonyl) pyrrolidin-3-yl]-2-ethylindazole-7-carboxylate C(C)(C)(C)OC(=O)N1CC(CC1)C=1C2=CN(N=C2C(=CC1)C(=O)OC)CC